F[C@H]1[C@H](C1)C(=O)NC1=NC=C2C=C(C(=NC2=C1)C1=NN=CN1C)C=1C=NC(=CC1C)C(CC)O (1R,2R)-2-fluoro-N-(3-(6-(1-hydroxypropyl)-4-methylpyridin-3-yl)-2-(4-methyl-4H-1,2,4-triazol-3-yl)-1,6-naphthyridin-7-yl)cyclopropane-1-carboxamide